CCC1=CC=C(C=C1)C=O p-ethylbenzaldehyde